CC(=O)N[C@@H]1[C@H]([C@H]([C@H](O[C@H]1O)COS(=O)(=O)O)O)O[C@H]2[C@@H]([C@H](C(=C(O2)C(=O)O)O)O)OS(=O)(=O)O The molecule is a Delta(4)-beta-D-Glcp-(1->3)-D-GalpNAc6S in which the carbon bearing the anomeric hydroxy group has beta- configuration. It derives from a 4-deoxy-Delta(4)-beta-D-GlcpA2S-(1->3)-beta-D-GalpNAc.